1-(4-fluorophenyl)-N-[5-[[6-(1-methyl-4-piperidyl)-1,7-naphthyridin-4-yl]oxy]-2-pyridyl]-2-oxo-pyridine-3-carboxamide FC1=CC=C(C=C1)N1C(C(=CC=C1)C(=O)NC1=NC=C(C=C1)OC1=CC=NC2=CN=C(C=C12)C1CCN(CC1)C)=O